C(C(=C)C)(=O)OC(CC)COC(C(=C)C)=O 3,4-butanediol dimethacrylate